BrC1=CC(=C(C=C1F)N1CCC(CC1)C(OC)OC)F 1-(4-bromo-2,5-difluorophenyl)-4-(dimethoxymethyl)piperidine